5-methylpyridine-2,3-diamine CC=1C=C(C(=NC1)N)N